7-chloro-N-((S)-1-(((S)-1-cyano-2-((S)-2-oxopyrrolidin-3-yl)ethyl)amino)-4-methyl-1-oxopentan-2-yl)-1H-benzo[d]imidazole-2-carboxamide ClC1=CC=CC2=C1NC(=N2)C(=O)N[C@H](C(=O)N[C@@H](C[C@H]2C(NCC2)=O)C#N)CC(C)C